C(=O)OC=1C=C(N)C=CC1 3-Formyloxyaniline